(1-cyclopropyl-2-hydroxy-2-methyl-propyl)-7-[4-[3-(hydroxymethyl)-4-methyl-isoxazol-5-yl]phenyl]isoindolin-1-one C1(CC1)C(C(C)(C)O)N1C(C2=C(C=CC=C2C1)C1=CC=C(C=C1)C1=C(C(=NO1)CO)C)=O